5-(2-methyl-4-(6-(trifluoromethyl)quinazolin-2-yl)phenyl)-3-(morpholinomethyl)-6,7-dihydropyrazolo[1,5-a]pyrazin-4(5H)-one CC1=C(C=CC(=C1)C1=NC2=CC=C(C=C2C=N1)C(F)(F)F)N1C(C=2N(CC1)N=CC2CN2CCOCC2)=O